(S)-2-fluoro-5-(4-isopropyl-1H-imidazol-1-yl)-N-(6-(5-(methoxymethyl)-6,7-dihydro-5H-pyrrolo[2,1-c][1,2,4]triazol-3-yl)pyridin-2-yl)-4-methylbenzamide FC1=C(C(=O)NC2=NC(=CC=C2)C=2N3C(=NN2)CC[C@H]3COC)C=C(C(=C1)C)N1C=NC(=C1)C(C)C